O[C@@H](C(=O)NC1=C(C2=C(C(OC(C2)(C)C)(C)C)S1)C(=O)N)C(C)(C)C 2-[[(2R)-2-hydroxy-3,3-dimethyl-butanoyl]amino]-5,5,7,7-tetramethyl-4H-thieno[2,3-c]pyran-3-carboxamide